(3R)-3-methylmorpholin C[C@H]1NCCOC1